2,4-dimethoxy-phenol COC1=C(C=CC(=C1)OC)O